5-CYANO-3-METHYLPYRIDIN-2-YLBORONIC ACID C(#N)C=1C=C(C(=NC1)B(O)O)C